(4-(3-(3-cyanoazetidin-1-yl)-2-(4-((4-(morpholinomethyl)phenyl)ethynyl)phenyl)propyl)-6-oxo-1,6-dihydropyrimidin-5-yloxy)methyl dihydrogen phosphate P(=O)(OCOC1=C(N=CNC1=O)CC(CN1CC(C1)C#N)C1=CC=C(C=C1)C#CC1=CC=C(C=C1)CN1CCOCC1)(O)O